C1=CC=C2C(=C1)C=CC(=C2N=O)O nitroso-beta-naphthol